2-[6-[4-(aminomethyl)-1-piperidyl]pyridazin-3-yl]-3,5-dichloro-phenol NCC1CCN(CC1)C1=CC=C(N=N1)C1=C(C=C(C=C1Cl)Cl)O